R or S-binaphthol C=1(C(=CC=C2C=CC=CC12)O)C1=CC=CC2=CC=CC=C12